N1=CC=CC=CC=CC=C(C=CC=C1)C=O azacyclotetradecine-10-carbaldehyde